O1C(COCC1)COC1=NC(N2C(C3=CC=C(C=C3CC2)C#CCO)=C1)=O 2-([1,4]Dioxan-2-ylmethoxy)-9-(3-hydroxy-prop-1-ynyl)-6,7-dihydro-pyrimido[6,1-a]isoquinolin-4-one